FC(OC=1C=C(C=CC1)C1=CN(C=2C1=NC=C(C2)C(=O)N[C@@]2(CS(CC2)(=O)=O)C)C2=CC=C(C=C2)F)F (S)-3-(3-(difluoromethoxy)phenyl)-1-(4-fluorophenyl)-N-(3-methyl-1,1-dioxidotetrahydrothiophen-3-yl)-1H-pyrrolo[3,2-b]pyridine-6-carboxamide